NC=1C2=C(N=CN1)N(C(=C2C2=CC=C(C=C2)OC2=NC(=C(C=C2)Cl)C)C2CN(CC2)C(C=C)=O)C 1-(3-(4-amino-5-(4-((5-chloro-6-methylpyridin-2-yl)oxy)phenyl)-7-methyl-7H-pyrrolo[2,3-d]pyrimidin-6-yl)pyrrolidin-1-yl)prop-2-en-1-one